C(C)C1=C(C(=CC(=C1)N)CC)N 1,3-diethyl-2,5-diaminobenzene